C(C)(C)(C)OC(=O)N1C(OC[C@@H]1CC=O)(C)C.CC1(CCN2CCC1CC2)NC(=O)C2CCN(CC2)C2=CC(=CC=C2)C2=NC=CC=N2 N-(4-methyl-1-azabicyclo[3.2.2]non-4-yl)-1-(3-(pyrimidin-2-yl)phenyl)piperidine-4-carboxamide tert-butyl-(S)-2,2-dimethyl-4-(2-oxoethyl)oxazolidine-3-carboxylate